gallium-copper [Cu].[Ga]